N(C1=CC=CC=C1)C1=NC=NC(=N1)NC1=CC=CC=C1 2,4-dianilino-s-triazine